OC1=C2C3C(C(OC2=CC(=C1C(=O)N(CCO)CCO)CCCCC)(C)C)CCC(=C3)C 1-hydroxy-N,N-bis(2-hydroxyethyl)-6,6,9-trimethyl-3-pentyl-6a,7,8,10a-tetrahydro-6H-benzo[c]chromene-2-carboxamide